C(C)OC(=O)N1C(C2(C1)CCCC2)N2CCC(CC2)[C@H]2N(CCC2)C(NC)=O {4-[(2S)-1-(methylcarbamoyl)pyrrolidin-2-yl]piperidin-1-yl}-2-azaspiro[3.4]octane-2-carboxylic acid ethyl ester